O1COC=2C1=CC=1C(C3=CC=CC=C3OC1C2)=O [1,3]dioxolo[4,5-b]xanthen-10-one